N-[1-(4-cyclopropanesulfonylpyridin-2-yl)-3-methoxypropyl]-5-(6-ethoxypyrazin-2-yl)-1,3-thiazole-2-carboxamide C1(CC1)S(=O)(=O)C1=CC(=NC=C1)C(CCOC)NC(=O)C=1SC(=CN1)C1=NC(=CN=C1)OCC